2-(7-cyano-4,5-dihydropyrrolo[1,2-a]quinoxalin-4-yl)aniline C(#N)C=1C=C2NC(C=3N(C2=CC1)C=CC3)C3=C(N)C=CC=C3